phenanthryl alcohol C1(=CC=CC=2C3=CC=CC=C3C=CC12)O